5-ethynyl-nicotinic acid hydrazide C(#C)C=1C=NC=C(C(=O)NN)C1